(4-(4-amino-7-(pent-2-yn-1-yl)-7H-pyrrolo[2,3-d]pyrimidin-5-yl)phenyl)-3-(5-tert-butyl-isoxazol-3-yl)urea NC=1C2=C(N=CN1)N(C=C2C2=CC=C(C=C2)NC(=O)NC2=NOC(=C2)C(C)(C)C)CC#CCC